tert-butyl (6-(1-hydroxy-2-methyl-2-(pyridin-3-yl)propyl)pyridin-3-yl)carbamate OC(C(C)(C=1C=NC=CC1)C)C1=CC=C(C=N1)NC(OC(C)(C)C)=O